BrC=1C=C(C(=CC1)C=1C(=CC(=CC1)Br)C#N)C#N 4,4'-dibromo-[1,1'-biphenyl]-2,2'-dinitrile